1-(5-fluoro-1-oxido-pyridin-1-ium-3-yl)cyclopropanecarbonitrile FC=1C=C(C=[N+](C1)[O-])C1(CC1)C#N